Cl.ClC=1C=CC(=C(C1)C1=NN(C=C1NC(=O)C=1C=NN2C1N=CC=C2)[C@@H]2CNCC[C@H]2O)OC(F)F N-[3-[5-chloro-2-(difluoromethoxy)phenyl]-1-[(3R,4R)-4-hydroxypiperidin-3-yl]-1H-pyrazol-4-yl]Pyrazolo[1,5-a]Pyrimidine-3-carboxamide hydrochloride